C(CC(O)(C(=O)[O-])CC(=O)[O-])(=O)[O-].[Ca+2].C(C(C)C)C1=CC=C(C=C1)C(C(=O)NC=1SC=C(N1)C)C.C(CC(O)(C(=O)[O-])CC(=O)[O-])(=O)[O-].[Ca+2].[Ca+2] (4-isobutylphenyl)-N-(4-methylthiazol-2-yl)propionamide calcium citrate